NC=1C(=C(C=CC1)C1=CC=C(C=C1)C(=O)O)C 3'-amino-2'-methyl-[1,1'-biphenyl]-4-carboxylic acid